p-bromophenacylbromide BrC1=CC=C(C(CBr)=O)C=C1